(4S,5S)-5-[(1R)-2-(benzyloxy)-1-[(diphenylmethylene)amino]ethyl]-2,2-dimethyl-1,3-dioxolane-4-carboxylic acid methyl ester COC(=O)[C@H]1OC(O[C@H]1[C@@H](COCC1=CC=CC=C1)N=C(C1=CC=CC=C1)C1=CC=CC=C1)(C)C